N-((7R)-2-cyano-2-azabicyclo[2.2.1]heptan-7-yl)-5-(4-((4-fluorophenyl)thio)pyridin-3-yl)-1H-pyrazole-3-carboxamide C(#N)N1C2CCC(C1)[C@H]2NC(=O)C2=NNC(=C2)C=2C=NC=CC2SC2=CC=C(C=C2)F